N-(5-chloro-1-(2-methyl-2H-indazol-5-yl)-6-oxo-3-(3-((tetrahydro-2H-pyran-2-yl)oxy)prop-1-yn-1-yl)-1,6-dihydropyridazin-4-yl)-2,2,2-trifluoroacetamide ClC1=C(C(=NN(C1=O)C1=CC2=CN(N=C2C=C1)C)C#CCOC1OCCCC1)NC(C(F)(F)F)=O